[3-[3-(2-chloro-3-methoxyphenyl)-1H-pyrazolo[3,4-b]pyrazin-6-yl]-7-(4-methyl-1,3-thiazol-2-yl)-3-azabicyclo[4.1.0]heptan-7-yl]methanamine ClC1=C(C=CC=C1OC)C1=NNC2=NC(=CN=C21)N2CC1C(C1CC2)(C=2SC=C(N2)C)CN